4-[(E)-3-(4-Chloro-2-phenylamino-phenyl)-3-oxo-propenyl]-benzoic acid ClC1=CC(=C(C=C1)C(/C=C/C1=CC=C(C(=O)O)C=C1)=O)NC1=CC=CC=C1